ClC=1C=C(C=CC1Cl)NC1=NC2=CC=CC=C2N=C1NCC1=CC=C(C=C1)Cl N2-(3,4-dichlorophenyl)-N3-(4-chlorobenzyl)quinoxaline-2,3-diamine